C(C)OC(=O)C1=C(O[Al](OC2=C(C=CC=C2)C(=O)OCC)OC2=C(C=CC=C2)C(=O)OCC)C=CC=C1 tris[2-(ethoxycarbonyl)-phenoxy]aluminum